methyl propyl ether C(CC)OC